C1(CCCCC1)P(C1=C(C(=CC=C1OC)OC)C1=C(C=C(C=C1C(C)C)C(C)C)C(C)C)C1CCCCC1 2-(Dicyclohexylphosphino)3,6-dimethoxy-2',4',6'-triisopropyl-1,1'-biphenyl